CN(CC(=O)N1CCC(CC1)NC1=CC=CC2=C1SC(=C2N2C=CC=C2)C#CC)C 3-(7-((1-(dimethylglycyl)piperidin-4-yl)amino)-3-(1H-pyrrol-1-yl)benzo[b]thiophen-2-yl)prop-2-yn